trihexylphosphine oxide C(CCCCC)P(CCCCCC)(CCCCCC)=O